ClC1=NC=C2C(=N1)N(N=C2)CC2C(NCCC2)=O 3-[(6-chloropyrazolo[3,4-d]pyrimidin-1-yl)methyl]piperidin-2-one